N-(4-aminopyridin-2-yl)-N-[4-cyano-3-(trifluoromethyl)phenyl]acetamide NC1=CC(=NC=C1)N(C(C)=O)C1=CC(=C(C=C1)C#N)C(F)(F)F